2-(2-methylpropyloxy)ethylamine CC(COCCN)C